CC(=O)N[C@@H]1[C@H]([C@@H]([C@H](O[C@H]1O)CO)O)O[C@H]2[C@@H]([C@H]([C@H]([C@H](O2)CO)O)O[C@@]3(C[C@@H]([C@H]([C@@H](O3)[C@@H]([C@@H](CO)O)O)NC(=O)CO)O)C(=O)O)O The molecule is a linear amino trisaccharide comprising an alpha-N-glycoloylneuraminyl residue (2->3)-linked to a beta-D-galactosyl residue, which is in turn linked (1->3) to N-acetyl-beta-D-glucosamine. It has a role as an epitope. It is an amino trisaccharide and a glucosamine oligosaccharide.